6-((4-(furan-2-ylmethoxy)-3-methoxyphenyl)amino)-3-morpholinoquinoxaline-5-carbonitrile O1C(=CC=C1)COC1=C(C=C(C=C1)NC1=C(C=2N=C(C=NC2C=C1)N1CCOCC1)C#N)OC